FC1=CNC2=CC(=CC=C12)NC=1C=NC=C(C1C)OCCC1=CC=C(C=C1)C(F)(F)F 3-fluoro-N-(4-methyl-5-(4-(trifluoromethyl)phenethoxy)pyridin-3-yl)-1H-indol-6-amine